NC(CC)C1=NC(=CC2=C1CN(C2=O)C2=NC(=CC=C2)C2=NN=CN2CC)N(C)C 4-[(1ξ)-1-aminopropyl]-6-(dimethyl-amino)-2-[6-(4-ethyl-4H-1,2,4-triazol-3-yl)pyridin-2-yl]-2,3-dihydro-1H-pyrrolo[3,4-c]pyridin-1-one